(R)-(1-(4-fluorophenyl)-6-((4-(trifluoromethyl)phenyl)sulfonyl)-4,4a,5,6,7,8-hexahydro-1H-pyrazolo[3,4-g]isoquinolin-4a-yl)(oxazol-2-yl)-(R/S)-methanol FC1=CC=C(C=C1)N1N=CC2=C1C=C1CCN(C[C@]1(C2)[C@@H](O)C=2OC=CN2)S(=O)(=O)C2=CC=C(C=C2)C(F)(F)F |&1:20|